ClC=1C(=C(C(=C(C1S)S)Cl)Cl)Cl tetrachlorobenzenedithiol